N-(2-aminobenzo[d]thiazol-6-yl)-2-(4-chlorophenyl)-N-[2-(4-morpholinyl)ethyl]acetamide Niobium [Nb].NC=1SC2=C(N1)C=CC(=C2)N(C(CC2=CC=C(C=C2)Cl)=O)CCN2CCOCC2